(S)-7-(5-ethynyl-6-fluoroisoquinolin-4-yl)-8-fluoro-N-methyl-2-morpholino-N-(piperidin-2-ylmethyl)pyrido[4,3-d]pyrimidin-4-amine C(#C)C1=C2C(=CN=CC2=CC=C1F)C1=C(C=2N=C(N=C(C2C=N1)N(C[C@H]1NCCCC1)C)N1CCOCC1)F